CC1=CC=CC(=N1)C1=NC=CC(=N1)NC1=NC(=NC=C1)NC1=CC=C(C=C1)CN1C[C@H](NCC1)C(=O)O (2S)-4-[[4-[[4-[[2-(6-methyl-2-pyridyl)pyrimidin-4-yl]amino]pyrimidin-2-yl]amino]phenyl]methyl]piperazine-2-carboxylic acid